ClC1=CC=C(C=C1)C1=NN=C(C2=CC=CC=C12)NC12CCC(CC1)(C2)O 4-((4-(4-chlorophenyl)phthalazin-1-yl)amino)bicyclo[2.2.1]heptan-1-ol